ClC=1C(=C(C=CC1Cl)NC1=NC=NC2=CC(=C(C=C12)OC1CCN(CC1)CC1=C(C=CC=C1)N1C(NC(CC1)=O)=O)OC)F 1-(2-((4-((4-((3,4-dichloro-2-fluorophenyl)amino)-7-methoxyquinazolin-6-yl)oxy)piperidin-1-yl)methyl)phenyl)dihydropyrimidine-2,4(1H,3H)-dione